3-[9H-fluoren-9-ylmethoxycarbonyl(methyl)amino]-4-oxobutanoic acid C1=CC=CC=2C3=CC=CC=C3C(C12)COC(=O)N(C(CC(=O)O)C=O)C